C(C)OC(=O)C1=NC=C(N=C1)CN 5-(aminomethyl)pyrazine-2-carboxylic acid ethyl ester